(S)-6-(6-(3-cyclopropylpiperazin-1-yl)pyridazin-3-yl)-3-(1-methyl-1H-pyrazol-4-yl)-6,7-dihydro-5H-pyrrolo[3,4-b]pyridin-5-one C1(CC1)[C@H]1CN(CCN1)C1=CC=C(N=N1)N1CC2=NC=C(C=C2C1=O)C=1C=NN(C1)C